ClC=1C2=C(N=CN1)N(C(C2(C(=O)OCC)C)O)CC2=C(C=C(C=C2)OC)OC Ethyl 4-chloro-7-(2,4-dimethoxybenzyl)-6-hydroxy-5-methyl-6,7-dihydro-5H-pyrrolo[2,3-d]pyrimidine-5-carboxylate